tert-butyl (4R)-4-methyl-2,2-dioxo-1,2lambda6,3-oxathiazolidine-3-carboxylate C[C@H]1N(S(OC1)(=O)=O)C(=O)OC(C)(C)C